methyl 2-bromo-5-cyano-4-(trifluoromethyl)-benzoate BrC1=C(C(=O)OC)C=C(C(=C1)C(F)(F)F)C#N